C(C)(=O)N1CCC(CC1)C1=NN(C2=CC=CC(=C12)B(O)O)CC(=O)OCC 3-(1-acetylpiperidin-4-yl)-1-(2-ethoxy-2-oxoethyl)indazol-4-ylboronic acid